OC1(CCC1)C#CC=1C=CC=2OC[C@@H](C(N(C2N1)C)=O)NC(=O)C1=NC=CC(=C1)OC1=CC=CC=C1 (S)-N-(7-((1-hydroxycyclobutyl)ethynyl)-5-methyl-4-oxo-2,3,4,5-tetrahydropyrido[3,2-b][1,4]oxazepin-3-yl)-4-phenoxypyridineamide